N(C(=O)C)CCNCC1=C2CCCC2=C(C=C1OCCCCC(=O)N)OCC=1C(=C(C=CC1)C1=CC=CC=C1)C 5-((4-(((2-Acetaminoethyl)amino)methyl)-7-((2-methyl-[1,1'-biphenyl]-3-yl)methoxy)-2,3-dihydro-1H-inden-5-yl)oxy)pentanamide